BrC1=CN=CC=2NC(N(CC21)C2CCC(CC2)C(=O)NC2=CC(=C(C=C2)C)OC)=O (1s,4s)-4-(5-bromo-2-oxo-1,2-dihydropyrido[3,4-d]pyrimidin-3(4H)-yl)-N-(3-methoxy-4-methylphenyl)cyclohexanecarboxamide